2-(2,3-dichloro-4-(2-methylenebutanoyl)phenoxy)-N-(2-methyl-2H-indazol-7-yl)acetamide ClC1=C(OCC(=O)NC2=CC=CC3=CN(N=C23)C)C=CC(=C1Cl)C(C(CC)=C)=O